C(C)(C)(C)C=1C=C(C=C(C1O)C)CCC(=O)[O-] 3-(3-tert-butyl-4-hydroxy-5-methylphenyl)-propionate